C(C)(C)C1=C(C(=NC=C1)C1=NC=CC=C1)C(C)C diisopropyl-2,2'-bipyridine